BrC1=C(C=CC(=C1)F)C=1C(=NN(C1NC1=C(C=CC=C1F)Br)C)C 4-(2-Bromo-4-fluorophenyl)-N-(2-bromo-6-fluorophenyl)-1,3-dimethyl-1H-pyrazole-5-amine